N-{2-[4-(1,3-benzoxazol-2-yl)-5-hydroxy-1-methyl-6-oxopyrimidin-2-yl]-1-phenyl-3,4-dihydro-1H-isoquinolin-7-yl}-N-methylacetamide O1C(=NC2=C1C=CC=C2)C=2N=C(N(C(C2O)=O)C)N2C(C1=CC(=CC=C1CC2)N(C(C)=O)C)C2=CC=CC=C2